C1(CCCCC1)CNC1=NC=NC(=C1C#N)C=1OC=CC1 4-(cyclohexylmethylamino)-6-(2-furanyl)pyrimidine-5-carbonitrile